NN1C(N(N=CC1=O)C1=C(C(=C(C(=C1)Cl)OC=1C=NC(=C(C1)C(C)C1CC1)O)Cl)[2H])=O amino-2-(3,5-dichloro-4-((5-(1-cyclopropylethyl)-6-hydroxypyridin-3-yl)oxy)phenyl-2-d)-1,2,4-triazine-3,5(2H,4H)-dione